2-((1-(6-methyl-2-(4-methylpiperazin-1-yl)-4-oxo-4H-chromen-8-yl)ethyl)amino)benzoic acid CC=1C=C2C(C=C(OC2=C(C1)C(C)NC1=C(C(=O)O)C=CC=C1)N1CCN(CC1)C)=O